methyl (R)-2-(6-(1-aminoethyl)-1-(but-3-en-1-yl)-1H-pyrrolo[2,3-b]pyridin-2-yl)-6-fluoro-1-(2-methoxyethyl)-1H-benzo[d]imidazole-5-carboxylate N[C@H](C)C1=CC=C2C(=N1)N(C(=C2)C2=NC1=C(N2CCOC)C=C(C(=C1)C(=O)OC)F)CCC=C